4-nitro-1-(3,4,5,6-tetrahydro-2H-pyran-2-yl)pyrazole [N+](=O)([O-])C=1C=NN(C1)C1OCCCC1